4-(4-chlorophenyl)-2-phenyl-5-thiazolacetic acid ClC1=CC=C(C=C1)C=1N=C(SC1CC(=O)O)C1=CC=CC=C1